C1(CC1)NCC=1C=NC(=NC1)C1=C(C=C(C#N)C=C1)OC=1N(N=C(C1)C1=NC=CC=C1)C 4-[5-[(cyclopropylamino)methyl]pyrimidin-2-yl]-3-(2-methyl-5-pyridin-2-ylpyrazol-3-yl)oxybenzonitrile